diisopropyl-1,3-dithiolane C(C)(C)C1(SCCS1)C(C)C